di(2-propylheptyl) isophthalate C(C1=CC(C(=O)OCC(CCCCC)CCC)=CC=C1)(=O)OCC(CCCCC)CCC